C(#N)C(C)C=1NC=CN1 1-cyanoethylimidazole